2-((2,6-difluorobenzyl)amino)-4-((dimethylamino)methyl)-5-(4-nitrophenyl)thiophene-3-carboxylic acid FC1=C(CNC=2SC(=C(C2C(=O)O)CN(C)C)C2=CC=C(C=C2)[N+](=O)[O-])C(=CC=C1)F